4-(7-(3-(2,3-dihydrobenzo[b][1,4]dioxin-6-yl)-2-methylphenyl)imidazo[1,2-a]pyridin-3-yl)benzaldehyde O1C2=C(OCC1)C=C(C=C2)C=2C(=C(C=CC2)C2=CC=1N(C=C2)C(=CN1)C1=CC=C(C=O)C=C1)C